ClC1=NC=CC(=C1)C(C(=O)N1CCOCC1)=C (2-chloropyridin-4-yl)-1-(morpholin-4-yl)prop-2-en-1-one